FC=1C(=NC(=NC1)NC=1C=NC(=CC1)O[C@H]1COCC1)NC=1C=C(C=CC1)NC(C=C)=O (R)-N-(3-(5-fluoro-2-(6-(tetrahydrofuran-3-yloxy)pyridin-3-ylamino)pyrimidin-4-ylamino)phenyl)acrylamide